C(C)(=O)N1C[C@@H](N(CC1)C(C=C)=O)C1=CC(=NC(=C1)Cl)C1=CC(=NC=C1)C(=O)NC (S)-4-(4-acetyl-1-acryloylpiperazin-2-yl)-6-chloro-N-methyl-[2,4'-bipyridine]-2'-carboxamide